6-(5-benzyl-4H-1,2,4-triazol-3-yl)pyridin-3-amine C(C1=CC=CC=C1)C=1NC(=NN1)C1=CC=C(C=N1)N